C(CCC)OC(N(CCO)CC=1C=NN(C1Cl)C)=O.C(CCC)C=1SC(=C(N1)C1=CC(=CC=C1)C)C1=CC(=NC=C1)NC(CC1=CC=CC=C1)=O N-[4-[2-butyl-4-(3-methylphenyl)-1,3-thiazol-5-yl]-2-pyridinyl]phenylacetamide Butyl-((5-chloro-1-methyl-1H-pyrazol-4-yl)methyl)(2-hydroxyethyl)carbamate